3-(5-(4-((2-(fluoromethyl)pyrrolidin-1-yl)methyl)-1-(oxetan-3-yl)-1H-pyrrolo[2,3-b]pyridin-6-yl)-1-oxoisoindolin-2-yl)piperidine-2,6-dione FCC1N(CCC1)CC1=C2C(=NC(=C1)C=1C=C3CN(C(C3=CC1)=O)C1C(NC(CC1)=O)=O)N(C=C2)C2COC2